CC(=C)C 2,2-dimethylethylene